4-Amino-2-(2-(trifluoromethyl)pyrimidin-5-yl)benzaldehyde NC1=CC(=C(C=O)C=C1)C=1C=NC(=NC1)C(F)(F)F